3,3'-oxybis(N,N-dimethylaniline) O(C=1C=C(N(C)C)C=CC1)C=1C=C(N(C)C)C=CC1